N-[4-[6-[[(2R)-6-(tetrahydropyran-4-ylmethyl)-6-azaspiro[2.5]octan-2-yl]methylamino]pyridazin-3-yl]phenyl]acetamide O1CCC(CC1)CN1CCC2([C@@H](C2)CNC2=CC=C(N=N2)C2=CC=C(C=C2)NC(C)=O)CC1